NC1=CC(=C(OC2=CC(=NC=C2)NC2CCN(CC2)C)C=C1)F 4-(4-amino-2-fluorophenoxy)-N-(1-methylpiperidin-4-yl)pyridin-2-amine